OCC1=CC=C(C=C1)N=N (4-(hydroxymethyl)phenyl)diazene